6-(methoxymethoxy)-2-azaspiro[3.3]heptane COCOC1CC2(CNC2)C1